[C@H]12CN(C[C@H](CC1)N2)C2=C(C(=NC1=C(C(=CC=C21)C2=CC(=CC1=CC=CC(=C21)CC)O)F)OC[C@]21CCCN1C[C@@H](C2)F)C#N 4-((1R,5S)-3,8-diazabicyclo[3.2.1]octan-3-yl)-7-(8-ethyl-3-hydroxynaphthalen-1-yl)-8-fluoro-2-(((2R,7aS)-2-fluorotetrahydro-1H-pyrrolizin-7a(5H)-yl)methoxy)quinoline-3-carbonitrile